C(=O)O.FC(C=1C=NC(=NC1)N)(F)F 5-(Trifluoromethyl)pyrimidin-2-amine, formate salt